BrC1=NC(=CC=C1CN1CCCC12CCN(CC2)C(=O)OC(C)(C)C)C(F)(F)F t-butyl 1-((2-bromo-6-(trifluoromethyl)pyridin-3-yl)methyl)-1,8-diazaspiro[4.5]decane-8-carboxylate